CC1CC=2C(=NC3=CC=C4C(=C3C2CC1)C=NN4)C4=CC=C(C=C4)O 4-(9-methyl-8,9,10,11-tetrahydro-3H-pyrazolo[4,3-a]phenanthridin-7-yl)phenol